BrC=1C=C2C(=NC=NC2=C(C1)OC)OCOCC[Si](C)(C)C 6-bromo-8-methoxy-4-((2-(trimethylsilyl)ethoxy)methoxy)quinazoline